NC1=C(C=CC=C1)NC(C1=CC=C(C=C1)CN1N=NC(=C1)CN[C@H]1[C@@H](C1)C1=CC=C(C=C1)F)=O N-(2-aminophenyl)-4-((4-((((1R,2S)-2-(4-fluorophenyl)cyclopropyl)amino)methyl)-1H-1,2,3-triazol-1-yl)methyl)benzamide